N-(2-(7-fluoro-2-((2-fluoro-4-(4-methylpiperazin-1-yl)phenyl)amino)quinazolin-8-yl)pyridin-4-yl)acrylamide tert-butyl-N-(2-methyl-4-nitrophenyl)-N-[2-(morpholin-4-yl)ethyl]carbamate C(C)(C)(C)OC(N(CCN1CCOCC1)C1=C(C=C(C=C1)[N+](=O)[O-])C)=O.FC1=CC=C2C=NC(=NC2=C1C1=NC=CC(=C1)NC(C=C)=O)NC1=C(C=C(C=C1)N1CCN(CC1)C)F